NC(CNC=1C2=C(N=CN1)C(=CC(=N2)C2=CC=C(C=C2)CN2CCOCC2)C(=O)N)C 4-((2-Aminopropyl)amino)-6-(4-(morpholinomethyl)phenyl)pyrido[3,2-d]pyrimidine-8-carboxamide